C(\C=C\C1=CC=C(C=C1)O)(=O)O trans-coumaric acid